4-amino-8-(4-(4-methylpiperazin-1-yl)cyclohexyl)-2-(methylthio)-6-(4-phenoxyphenyl)pyrido[2,3-d]pyrimidin-7(8H)-one NC=1C2=C(N=C(N1)SC)N(C(C(=C2)C2=CC=C(C=C2)OC2=CC=CC=C2)=O)C2CCC(CC2)N2CCN(CC2)C